3-[(2R,3R)-2-Amino-3-methoxybutyl]-1-[(1S)-1-phenylethyl]-3-{4'-methyl-[1,1'-biphenyl]-4-yl}urea N[C@H](CN(C(N[C@@H](C)C1=CC=CC=C1)=O)C1=CC=C(C=C1)C1=CC=C(C=C1)C)[C@@H](C)OC